C(C)(C)NCC1=CC=C(S1)B(O)O 5-((ISOPROPYLAMINO)METHYL)THIOPHEN-2-YLBORONIC ACID